C(C)(C)C1=C(C(=CC=C1)C(C)C)N1C=[N+](C=C1)CCCCCCCCCCCCCCCCCC 1-(2,6-diisopropylphenyl)-3-octadecyl-imidazolium